C(C1=CC=CC=C1)(=O)O.C(C)C=1C=C2CC(CC2=CC1CC)NC[C@H](O)C1=C2C=CC(NC2=C(C=C1)OCC1=CC=CC=C1)=O (R)-5-[2-(5,6-Diethylindan-2-ylamino)-1-hydroxyethyl]-8-benzyloxy-1H-quinolin-2-one benzoate